NC=1C2=C(N=C(N1)C)C=CC(=N2)C=2C=C(C=CC2)C#C[C@](C)(O)C2=NC=CC=C2 (S)-4-[3-(4-Amino-2-methyl-pyrido[3,2-d]pyrimidin-6-yl)phenyl]-2-(2-pyridyl)but-3-yn-2-ol